magnesium tertbutoxide CC(C)(C)[O-].[Mg+2].CC(C)(C)[O-]